FC1=C(N=CC2=C1N=C(N=C2N([C@H]2CN(CC2)C(=O)OC(C)(C)C)C)OC[C@]21CCCN1C[C@@H](C2)F)[Sn](CCCC)(CCCC)CCCC (R)-tert-butyl 3-((8-fluoro-2-(((2R,7aS)-2-fluorohexahydro-1H-pyrrolizin-7a-yl)methoxy)-7-(tributylstannyl)pyrido[4,3-d]pyrimidin-4-yl)(methyl)amino)pyrrolidine-1-carboxylate